3-(5-((4-(2,6-difluorophenyl)piperazin-1-yl)methyl)-1-oxoisoindolin-2-yl)piperidine-2,6-dione FC1=C(C(=CC=C1)F)N1CCN(CC1)CC=1C=C2CN(C(C2=CC1)=O)C1C(NC(CC1)=O)=O